O.[OH-].[Cs+] cesium hydroxide mono-hydrate